O=C1NC(CCC1N1C(C2=CC=CC(=C2C1=O)NC1CCC(CC1)C=O)=O)=O (1s,4s)-4-{[2-(2,6-dioxopiperidin-3-yl)-1,3-dioxoisoindol-4-yl]amino}cyclohexane-1-carbaldehyde